FC(C1=C2C=CN(C2=CC=C1)S(=O)(=O)C1=C2C=CNC(C2=CC=C1)=O)(F)F 5-[4-(trifluoromethyl)indol-1-yl]sulfonyl-2H-isoquinolin-1-one